C1=NC(=C2C(=N1)N(C=N2)[C@H]3[C@@H]([C@@H]([C@H](O3)COP(=O)(O)OP(=O)(O)OP(=O)(O)O)O)O)N The molecule is an adenosine 5'-phosphate in which the 5'-phosphate is a triphosphate group. It is involved in the transportation of chemical energy during metabolic pathways. It has a role as a nutraceutical, a micronutrient, a fundamental metabolite and a cofactor. It is an adenosine 5'-phosphate and a purine ribonucleoside 5'-triphosphate. It is a conjugate acid of an ATP(3-).